2,4-dimethoxybenzotrifluoride COC1=C(C=CC(=C1)OC)C(F)(F)F